CCN(CC)C1=CC=C(C=C1)N N,N-DIETHYL-P-PHENYLENEDIAMINE